CN(CCCOC1=NC=C(C=C1NS(=O)(=O)C1=CC(=CC=C1)OC)C1=CC=2C3=C(C=NC2C=C1)NC(C31CC1C)=O)C N-(2-(3-(Dimethylamino)propoxy)-5-(3-methyl-2'-oxo-2',3'-dihydrospiro[cyclopropane-1,1'-pyrrolo[2,3-c]quinolin]-8'-yl)pyridin-3-yl)-3-methoxybenzenesulfonamide